FC=1C=NC=C(C(=O)N(C)CC2=CC=C(C=C2)NC(OCC2=CC=C(C=C2)Cl)=O)C1 4-chlorobenzyl (4-((5-fluoro-N-methylnicotinamido)meth-yl)phenyl)carbamate